1-Benzyl-4-(4-{6-chloro-7-[(1-methylpiperidin-4-yl)amino]-3H-imidazo[4,5-b]pyridin-2-yl}phenyl)piperazin-2-one C(C1=CC=CC=C1)N1C(CN(CC1)C1=CC=C(C=C1)C1=NC=2C(=NC=C(C2NC2CCN(CC2)C)Cl)N1)=O